(2s,3s,5r)-3-azidomethyl-3-methyl-7-oxo-4-thia-1-azabicyclo[3.2.0]heptane-2-carboxylic acid N(=[N+]=[N-])C[C@]1([C@@H](N2C(C[C@H]2S1)=O)C(=O)O)C